O=C(CC=1C=C(C=CC1)C=1C=C(C(NC1)=O)C(F)(F)F)N1CCN(CC1)C1=NC=C(C=N1)C(F)(F)F 5-(3-(2-oxo-2-(4-(5-(trifluoromethyl)pyrimidin-2-yl)piperazin-1-yl)ethyl)phenyl)-3-(trifluoromethyl)pyridin-2(1H)-one